NCCCNC(=O)C1=C(C=C(C=C1)NC(=O)C=1N(C(=CN1)C1=C(C(=C(C=C1)OC(F)F)F)F)C)CC N-[4-(3-aminopropylcarbamoyl)-3-ethyl-phenyl]-5-[4-(difluoromethoxy)-2,3-difluoro-phenyl]-1-methyl-imidazole-2-carboxamide